(R)-3-(2-bromopyrimidin-5-yl)-5-(1-((4-fluoro-2-(trifluoromethyl)phenyl)amino)ethyl)-2,7-dimethylisoquinolin-1(2H)-one BrC1=NC=C(C=N1)C=1N(C(C2=CC(=CC(=C2C1)[C@@H](C)NC1=C(C=C(C=C1)F)C(F)(F)F)C)=O)C